ClC=1C=C2C3=C(N(C2=C(C1)C=1SC(=CC1)Cl)CC(F)(F)F)C=NC=C3 6-Chloro-8-(5-chloro-thiophen-2-yl)-9-(2,2,2-trifluoro-ethyl)-9H-pyrido[3,4-b]indole